BrC=1N=C2C(=C(C(N(C2=CC1)C)=O)[N+](=O)[O-])N1CCN(CC1)C(C1=C(OCC=2C=NC=C(C#N)C2)C=CC=C1C)C1=CC=C(C=C1)F 5-((2-((4-(6-Bromo-1-methyl-3-nitro-2-oxo-1,2-dihydro-1,5-naphthyridin-4-yl)piperazin-1-yl)(4-fluorophenyl)methyl)-3-methylphenoxy)methyl)nicotinonitril